ClC1=CC=C(N=N1)N1C[C@H]2OCCN([C@@H]2C1)C(=O)OC(C)(C)C tert-butyl (4aR,7aR)-6-(6-chloropyridazin-3-yl)-2,3,4a,5,7,7a-hexahydropyrrolo[3,4-b][1,4]oxazine-4-carboxylate